ClCC=1OC(=NN1)\C=C\C1=CC(=CC=C1)[N+](=O)[O-] 2-(chloromethyl)-5-[(1E)-2-(3-nitrophenyl)vinyl]-1,3,4-oxadiazole